Cl.COC=1C=NC=2C=CC=C(C2C1)N[C@H]1CNCC1 (R)-3-methoxy-N-(pyrrolidin-3-yl)quinolin-5-amine hydrochloride